FC(C(=O)O)(F)F.FC(N1C=NC2=C1C=CC(=C2)OC2=CC(=C(C=C2C)NC2=NC=NC1=C2N=C(N=C1)N1CCN(CC1)C(C=C)=O)OC)F 1-(4-(8-((4-((1-(difluoromethyl)-1H-benzo[d]imidazol-5-yl)oxy)-2-methoxy-5-methylphenyl)amino)pyrimido[5,4-d]pyrimidin-2-yl)piperazin-1-yl)prop-2-en-1-one 2,2,2-trifluoroacetate